ethyl (E)-3-((3-((2-(((tert-butoxycarbonyl)amino)methyl)-3-fluoroallyl)oxy)-5-fluorobenzyl)amino)-1H-pyrrole-2-carboxylate C(C)(C)(C)OC(=O)NC/C(/COC=1C=C(CNC2=C(NC=C2)C(=O)OCC)C=C(C1)F)=C\F